C(C)(C)C1=NC(=CC(=C1NC(=O)N[S@@](=O)(=N)C=1C=NN2C1OC[C@H](C2)NC)C(C)C)OC (S,6S)-N-((2,4-diisopropyl-6-methoxypyridin-3-yl)carbamoyl)-6-(methylamino)-6,7-dihydro-5H-pyrazolo[5,1-b][1,3]oxazine-3-sulfonimidamide